methyl (2R)-2-(benzylamino)-3-hydroxypropionate C(C1=CC=CC=C1)N[C@@H](C(=O)OC)CO